COC1=CC=2N(N=C1OCC1=CC=C(N=N1)N1CC(NCC1)=O)C(=NN2)C2=NOC(=C2)C 4-(6-(((7-methoxy-3-(5-methylisoxazol-3-yl)-[1,2,4]triazolo[4,3-b]pyridazin-6-yl)oxy)methyl)pyridazin-3-yl)piperazin-2-one